tert-butyl (2-(2-(5-((tert-butoxycarbonyl)amino)-3-carbamoyl-1H-indazol-1-yl)-N-cyclopropylacetamido)ethyl)(3-chloro-2-fluorobenzyl)carbamate C(C)(C)(C)OC(=O)NC=1C=C2C(=NN(C2=CC1)CC(=O)N(C1CC1)CCN(C(OC(C)(C)C)=O)CC1=C(C(=CC=C1)Cl)F)C(N)=O